ClC1=C(OCC(=O)O)C=CC(=C1)Cl Anti-2,4-Dichlorophenoxyacetic acid